ClC1=CC=C(C(=O)NC2=CC=3CC4=CC=CC=C4C3C=C2)C=C1 4-chloro-N-(9H-fluoren-2-yl)benzamide